NC=1C=C(COCC2=C(C=CC(=N2)NC(OC(C)(C)C)=O)F)C=C(C1OC)C1=NC=C(C=N1)F Tert-butyl (6-(((3-amino-5-(5-fluoropyrimidin-2-yl)-4-methoxybenzyl)oxy)methyl)-5-fluoropyridin-2-yl)carbamate